BrC=1C(=C(C=CC1)NC(=O)NC1=CC(=NC=C1)F)CO 1-(3-bromo-2-hydroxymethylphenyl)-3-(2-fluoropyridin-4-yl)urea